(3'R)-5-methyl-[1,3'-bipiperidin]-2-one CC1CCC(N(C1)[C@H]1CNCCC1)=O